4-(3-(4-(1H-imidazo[4,5-b]pyridin-5-yl)piperazine-1-carbonyl)benzyl)phthalazin-1(2H)-one N1C=NC2=NC(=CC=C21)N2CCN(CC2)C(=O)C=2C=C(CC1=NNC(C3=CC=CC=C13)=O)C=CC2